N-dodecyl-N,N-dimethyl-N-(2-hydroxysulfopropyl)ammonium C(CCCCCCCCCCC)[N+](CC(CS(=O)(=O)O)O)(C)C